CO[C@@H]1[C@@H]([C@H]([C@H]2[C@H](O1)COC(O2)C3=CC=CC=C3)O)O methyl 4,6-O-benzylidene-α-D-glucopyranoside